C(C)C=1C=C2CC(CC2=CC1CC)NC[C@H](O)C1=C2C=CC(NC2=C(C=C1)OCC1=CC(=CC=C1)F)=O (R)-5-(2-((5,6-diethyl-2,3-dihydro-1H-inden-2-yl)amino)-1-hydroxyethyl)-8-((3-fluorobenzyl)oxy)quinolin-2(1H)-one